F[C@@]1(CN(CCC1)C(C=C)=O)COC=1C=2N(C=C(N1)C=1C=NN(C1)C)N=CC2 (S)-1-(3-fluoro-3-(((6-(1-methyl-1H-pyrazol-4-yl)pyrazolo[1,5-a]pyrazin-4-yl)oxy)methyl)piperidin-1-yl)prop-2-en-1-one